3-hydroxyphenyl-5-(4-hydroxyphenyl)-6-(4-(6-selenocyanohexanamido) phenyl)-7-oxabicyclo[2.2.1]hept-ene-2-sulfonate OC=1C=C(C=CC1)OS(=O)(=O)C1=C2C(C(C(C1)O2)C2=CC=C(C=C2)O)C2=CC=C(C=C2)NC(CCCCC[Se]C#N)=O